methyl (E)-4-phenoxypent-2-enoate O(C1=CC=CC=C1)C(/C=C/C(=O)OC)C